COC=1C=C(C=C(C1C(NCC(F)(F)F)=O)OC)C1=CN=C2N1C=CC(=C2)C2=CCCN(C2)C(=O)OC(C)(C)C tert-butyl 5-[3-[3,5-dimethoxy-4-(2,2,2-trifluoroethylcarbamoyl)phenyl]imidazo[1,2-a]pyridin-7-yl]-3,6-dihydro-2H-pyridine-1-carboxylate